5-((5-[3-Fluoro-4-(trifluoromethyl)phenyl]-1,3,4-oxadiazol-2-yl)amino)-N-hydroxypyridine-2-carboximidamide FC=1C=C(C=CC1C(F)(F)F)C1=NN=C(O1)NC=1C=CC(=NC1)C(NO)=N